ClCC(CC1(NC[C@H](C1)F)C(=O)OC)=C methyl (4S)-2-(2-(chloromethyl)allyl)-4-fluoropyrrolidine-2-carboxylate